C(C1=CC=CC=C1)N1CCN(CCCN(CC1)CC=1C(=C(C=C(C1)C)NC(CP(O)(O)=O)=O)O)CC=1C(=C(C=C(C1)C)NC(CP(O)(O)=O)=O)O {(4-benzyl-1,4,7-triazecane-1,7-diyl)bis[methylene(2-hydroxy-5-methyl-3,1-phenylene)azanediyl(2-oxoethane-2,1-diyl)]}bis(phosphonic acid)